CC=1CCC(C(C1)C=1C(=CC(=CC1)CCCCC)O)C(=C)C 5'-methyl-4-pentyl-2'-(prop-1-en-2-yl)-1',2',3',4'-tetrahydro-[1,1'-biphenyl]-2-ol